FC=1C=CC2=C(CCO2)C1CNC1=NC=C(C=2N1C=NN2)C=2C=1N(C(=CC2)C)C=C(N1)CO (8-(5-(((5-fluoro-2,3-dihydrobenzofuran-4-yl)methyl)amino)-[1,2,4]triazolo[4,3-c]pyrimidin-8-yl)-5-methylimidazo[1,2-a]pyridin-2-yl)methanol